methyl 3-(3-((3'H-spiro[cyclopropane-1,2'-[1,4]oxazepino[7,6-g]quinoline]-4'(5'H)-yl)methyl)-4-methylphenyl)-3-(1,4-dimethyl-1H-benzo[d][1,2,3]triazol-5-yl)-2,2-dimethylpropanoate O1C2(CN(CC=3C1=CC=1C=CC=NC1C3)CC=3C=C(C=CC3C)C(C(C(=O)OC)(C)C)C3=C(C1=C(N(N=N1)C)C=C3)C)CC2